methyl 2-(5-(5-chloro-2-((oxan-4-yl)amino)pyrimidin-4-yl)-3-oxo-2-(2-oxo-2-((1-phenylcyclopropyl)amino)ethyl)isoindolin-1-yl)acetate ClC=1C(=NC(=NC1)NC1CCOCC1)C=1C=C2C(N(C(C2=CC1)CC(=O)OC)CC(NC1(CC1)C1=CC=CC=C1)=O)=O